C(CCC)C1CCCC2=C(N(C3=C(C=CC=C23)C(=O)NCCO)CC2=CC(=CC=C2)C(N)=O)C1 7-butyl-5-[(3-carbamoylphenyl)methyl]-N-(2-hydroxyethyl)-5H,6H,7H,9H,10H-cyclohepta[b]indol-4-carboxamide